NC1=C(C(=NN1C1=C(C=C(C=C1Cl)C(F)(F)F)Cl)C#N)SC(Cl)(Cl)Cl 5-amino-1-(2,6-dichloro-4-(trifluoromethyl)phenyl)-4-((trichloromethyl)thio)-1H-pyrazole-3-carbonitrile